C(C)C1=CC=C(C=C1)S(=O)(=O)C=1C=NC2=CC=C(C=C2C1N1CCC(CC1)N1CCC(CC1)O)OC(F)(F)F 1'-(3-((4-ethylphenyl)sulfonyl)-6-(trifluoromethoxy)quinolin-4-yl)-[1,4'-bipiperidin]-4-ol